methyl (S)-2-(3-aminoprop-1-yn-1-yl)-4-(4-(2-(4-(4-chlorophenyl)-2,3,9-trimethyl-6H-thieno[3,2-f][1,2,4]triazolo[4,3-a][1,4]diazepin-6-yl)acetoxy)butanamido)benzoate hydrochloride Cl.NCC#CC1=C(C(=O)OC)C=CC(=C1)NC(CCCOC(C[C@H]1C=2N(C3=C(C(=N1)C1=CC=C(C=C1)Cl)C(=C(S3)C)C)C(=NN2)C)=O)=O